ClC=1C=NC(=NC1)N1CCC(CC1)CCCOC1=CC(=C(C=C1)CC(=O)N1CCN(CC1)C[C@@H]([C@H]([C@@H]([C@@H](CO)O)O)O)O)F 2-(4-(3-(1-(5-chloropyrimidin-2-yl)piperidin-4-yl)propoxy)-2-fluorophenyl)-1-(4-((2S,3R,4R,5R)-2,3,4,5,6-pentahydroxyhexyl)piperazin-1-yl)ethan-1-one